C(C1CC(C(C(C1)C)N)CC)C1CC(C(C(C1)C)N)CC 4,4'-methylenebis(2-ethyl-6-methyl-cyclohexaneamine)